ClC1=C(C(=NN1C1=CC=C(C=C1)NC(\N=C\1/SCC(N1C1=C(C=CC(=C1)C)C(C)C)=O)=O)C)N(C(C1=CC=C(C=C1)OC(F)(F)F)=O)C N-[5-chloro-1-[4-[[(Z)-[3-(2-isopropyl-5-methyl-phenyl)-4-oxo-thiazolidine-2-ylidene]carbamoyl]amino]phenyl]-3-methyl-pyrazol-4-yl]-N-methyl-4-(trifluoromethoxy)benzamide